1,3,7-trimethyluric acid CN1C(=O)N(C=2NC(=O)N(C2C1=O)C)C